FC(C(=O)[O-])(F)F.FC1(C[NH2+]CC(C1)N(C(C(F)(F)F)=O)C=1C=NN(C1)C)F 3,3-difluoro-5-[2,2,2-trifluoro-N-(1-methyl-1H-pyrazol-4-yl)acetamido]piperidin-1-ium trifluoroacetate